2'-di(phenylmethyl)amino-6'-(diethylamino)spiro[isobenzofuran-1(3H),9'-(9H)xanthen]-3-one C1(=CC=CC=C1)CN(C1=CC=2C3(C4=CC=C(C=C4OC2C=C1)N(CC)CC)OC(C1=CC=CC=C13)=O)CC1=CC=CC=C1